FC1=CC=C(C=C1)C#CC=1C=C(N)C=CC1C1=CC=NC=C1 3-((4-fluorophenyl)ethynyl)-4-(pyridin-4-yl)aniline